COC=1C=C(C=C(C1)OC)C(C(=CC1=CC=C(C=C1)OC)C1=CC(=CC(=C1)OC)OC)=O 1,2-bis-(3,5-dimethoxyphenyl)-3-(4-methoxyphenyl)-2-propen-1-one